1-((2-cyanoguanidino)methyl)urea C(#N)N=C(NCNC(=O)N)N